diisopropyltitanium C(C)(C)[Ti]C(C)C